BrC1=CC=C(C(=C1OB(O)O)F)Cl (6-bromo-3-chloro-2-fluorophenyl)boric acid